C1=CC=C(C=C1)CC2=C(C(=O)OC2O)C3=CC=CC=C3 The molecule is a butenolide that is furan-2(5H)-one which is substituted by a phenyl group at position 3, a benzyl group at position 4, and a hydroxy group at position 5 (the (-)-enantiomer). A secondary metabolite obtained from Aspergillus nidulans. It has a role as an Aspergillus metabolite. It is a butenolide and a cyclic acetal.